4-(4-Acrylpiperazin-1-yl)-7-(2-amino-3,5-dichloro-6-fluorophenyl)-6-fluoro-1-(2-isopropyl-4-methylpyridin-3-yl)-2-oxo-1,2-dihydro-1,8-naphthyridine-3-carbonitrile C(=O)(C=C)N1CCN(CC1)C1=C(C(N(C2=NC(=C(C=C12)F)C1=C(C(=CC(=C1F)Cl)Cl)N)C=1C(=NC=CC1C)C(C)C)=O)C#N